benzotriazol ammonium salt [NH4+].N1N=NC2=C1C=CC=C2